S(=O)(=O)([O-])[O-].O[P+2].[Fe+2].S(=O)(=O)([O-])[O-] iron hydroxyphosphorus sulfate